rel-(2R,3S,5R)-4-[[3-(3,4-difluoro-2-methoxy-phenyl)-5-methyl-5-(2,2,2-trifluoroethyl)tetrahydrofuran-2-carbonyl]amino]pyridine-2-carboxamide FC=1C(=C(C=CC1F)[C@H]1[C@@H](O[C@](C1)(CC(F)(F)F)C)C(=O)NC1=CC(=NC=C1)C(=O)N)OC |o1:8,9,11|